C(C)(C)(C)OC(=O)NCC1(CCN(CC1)C=1N=CC(=NC1)SC=1C(=C(C=CC1)N1CCCCC1)Cl)C 1-(3-((5-(4-(((tert-butoxycarbonyl)amino)methyl)-4-methylpiperidin-1-yl)pyrazin-2-yl)thio)-2-chlorophenyl)piperidine